(S)-1-chloro-3-(2,6-dichloro-4-((4-((S)-2-hydroxy-3-(1H-imidazol-1-yl)propoxy)phenyl)sulfonyl)phenoxy)propan-2-ol ClC[C@H](COC1=C(C=C(C=C1Cl)S(=O)(=O)C1=CC=C(C=C1)OC[C@H](CN1C=NC=C1)O)Cl)O